C1(CC1)C=1C=CC=2N(C1)C=C(N2)C2C(OCC2)=O 3-(6-cyclopropylimidazo[1,2-a]pyridin-2-yl)dihydrofuran-2(3H)-one